(R)-2-(3-((6-(2-hydroxy-4,6-dimethylphenyl)-1,2,4-triazin-3-yl)amino)piperidin-1-yl)acetamide OC1=C(C(=CC(=C1)C)C)C1=CN=C(N=N1)N[C@H]1CN(CCC1)CC(=O)N